COC=1C=C(CN(C=2OC=C(N2)COCCOCCO)CC2=CC(=CC=C2)OC)C=CC1 2-(2-((2-(bis(3-methoxybenzyl)amino)oxazol-4-yl)methoxy)ethoxy)ethanol